ClC1=C(NC)C(=C(C=C1F)F)[N+](=O)[O-] 2-chloro-3,5-difluoro-N-methyl-6-nitroaniline